benzyl 6-hydroxy-6-phenyl-4-azaspiro[2.5]octane-4-carboxylate OC1(CN(C2(CC2)CC1)C(=O)OCC1=CC=CC=C1)C1=CC=CC=C1